C1(=CC=CC=C1)CN1C(NC(C(C1=O)C1=CC=CC=C1)=O)=O 1-(Phenylmethyl)-5-Phenyl-2,4,6-Pyrimidintrion